N=1C=NN2C=NC(=CC21)OC2=C(C=C(C=C2)NC2=NC=NC1=CC=C(C(=C21)N2CC1OCCN(C1C2)C)OC)C N-(4-([1,2,4]triazolo[1,5-c]pyrimidin-7-yloxy)-3-methylphenyl)-6-methoxy-5-(4-methylhexahydropyrrolo[3,4-b][1,4]oxazin-6(2H)-yl)quinazolin-4-amine